O1C(CCCC1)C1(CC=C(C=C1)C1=CC=C2C=NN(C2=C1)OC1C(C(C1(C)C)N)(C)C)O 1-(tetrahydro-2H-pyran-2-yl)-4-[(3-amino-2,2,4,4-tetramethylcyclobutoxy)-1H-Indazol-6-yl]phenol